C1(=CC=CC=C1)OC(=O)C1CCC(CCCCC(C1)C(=O)OC1=CC=CC=C1)C(=O)[O-] diphenylcyclodecane-3,5,10-tricarboxylate